5-(3-chloroimidazo[1,2-b]pyridazin-6-yl)-N-(6-(4-methylpiperazin-1-yl)pyridin-3-yl)-7H-pyrrolo[2,3-d]pyrimidin-2-amine ClC1=CN=C2N1N=C(C=C2)C2=CNC=1N=C(N=CC12)NC=1C=NC(=CC1)N1CCN(CC1)C